5-(difluoromethyl)-2-(trifluoromethyl)pyrazolo[1,5-a]pyrimidin-7-ol FC(C1=NC=2N(C(=C1)O)N=C(C2)C(F)(F)F)F